C(C)(C)(C)OC(=O)N1[C@@H](CC[C@H](C1)NC(COC1=CC(=C(C=C1)Cl)F)=O)C(NC1=CC=C(C=C1)Cl)=O (2s,5r)-5-[2-(4-chloro-3-fluorophenoxy)acetamido]-2-[(4-chlorophenyl)carbamoyl]piperidine-1-carboxylic acid tert-butyl ester